ClC1=C(OC=2C=CC(=C(C2)S(=O)(=O)NC2CSC2)O)C(=CC(=C1)N1N=C(C(NC1=O)=O)C(F)F)Cl 5-(2,6-dichloro-4-(6-(difluoromethyl)-3,5-dioxo-4,5-dihydro-1,2,4-triazin-2(3H)-yl)phenoxy)-2-hydroxy-N-(thietane-3-yl)benzenesulfonamide